CC=1CCCS(OC1)(=O)=O 6-methyl-4,5-dihydro-3H-oxathiepine 2,2-dioxide